Br\C(=C/C=O)\C1=CC=C(C=C1)F (Z)-3-bromo-3-(p-fluorophenyl)acrolein